[Na].CNCCS(=O)(=O)O methyl-taurin sodium